BrC1=CC=CC=2C=3N(C(=NC12)N[C@@H](C(=O)N)CC)N=C(N3)C3=C(C=C(C=C3)Cl)OC(F)F (2R)-2-({7-bromo-2-[4-chloro-2-(difluoromethoxy)phenyl][1,2,4]triazolo[1,5-c]quinazolin-5-yl}amino)butanamide